FC=1C=C(C=CC1OC1=NC=CC(=N1)C)C1=C2N(C=3N=CN=C(C31)CC(=O)N)CCN2C2=C(C(=CC=C2)[N+](=O)[O-])OC 5-(3-fluoro-4-((4-methylpyrimidin-2-yl)oxy)phenyl)-6-(2-methoxy-3-nitrophenyl)-7,8-dihydro-6H-imidazo[1',2':1,5]pyrrolo[2,3-d]pyrimidine-4-acetamide